7-fluoro-1,2,3,4-tetrahydroisoquinoline hydrochloride Cl.FC1=CC=C2CCNCC2=C1